OC1=C(C=C(C=C1)C)N1N=C2C(=C1)C(N(C2=O)C2CCOCC2)C2=CC=C(C=C2)C(F)(F)F (2-hydroxy-5-methylphenyl)-5-(tetrahydro-2H-pyran-4-yl)-4-(4-(trifluoromethyl)phenyl)-4,5-dihydropyrrolo[3,4-c]pyrazol-6(2H)-one